tert-butyl 4-{7-bromo-8-fluoro-6-[2-(trimethylsilyl)ethynyl]quinazolin-4-yl}piperazine-1-carboxylate BrC1=C(C=C2C(=NC=NC2=C1F)N1CCN(CC1)C(=O)OC(C)(C)C)C#C[Si](C)(C)C